S(OC1=CC=C(C=C1)OCC1=C(C=CC(=C1)C(F)(F)F)F)(=O)(=O)F 4-((2-fluoro-5-(trifluoromethyl)benzyl)oxy)phenyl sulfurofluoridate